[P].[K].[Zn] Zinc-Potassium Phosphorus